methyl-5-nitro-1H-imidazole CCS(=O)(=O)CCN1C(=NC=C1[N+](=O)[O-])C